3-(4-(2-hydroxyethoxy)phenyl)-3-(4-fluorophenyl)-5-methoxycarbonyl-6-(4-methoxyphenyl)-2H-naphtho[1,2-b]pyran OCCOC1=CC=C(C=C1)C1(C=C2C(OC1)C1=CC=CC=C1C(=C2C(=O)OC)C2=CC=C(C=C2)OC)C2=CC=C(C=C2)F